3-(4-chlorophenyl)-1-[3-(pyridin-3-yl)phenyl]Urea ClC1=CC=C(C=C1)NC(NC1=CC(=CC=C1)C=1C=NC=CC1)=O